C(#N)C1=C(SC=C1C1=CC=CC=C1)NC(=O)NCCCCN1CCCC1 1-(3-cyano-4-phenyl-thiophen-2-yl)-3-[4-(pyrrolidin-1-yl)butyl]urea